OCCOCCOC(C(=O)O)C 2-(2-(2-hydroxyethoxy)ethoxy)propionic acid